BrC=1C(=C(C=CC1)PC1=CC=CC=C1)Br dibromodiphenyl-phosphine